ClC=1C(=NC(=NC1)N[C@@H]1C[C@H]2CO[C@@H]([C@H]1O)O2)C=2C=C(C1=C(N(C(=N1)C1(COC1)C(F)F)C(C)C)C2)F (1S,3R,4S,5R)-3-((5-chloro-4-(2-(3-(difluoromethyl)oxetan-3-yl)-4-fluoro-1-isopropyl-1H-benzo[d]imidazol-6-yl)pyrimidin-2-yl)amino)-6,8-dioxabicyclo[3.2.1]octan-4-ol